C12(CC3CC(CC(C1)C3)C2)CCNC(COC2=CC=C(C(=O)C3=C(N=C(S3)N(C3=CC=C(C=C3)F)C(C(=O)N)C)N)C=C2)=O 2-(N-[5-[4-[2-[2-(1-Adamantyl)ethylamino]-2-oxoethoxy]benzoyl]-4-aminothiazol-2-yl]-4-fluoroanilino)propanamid